n-methyl-5-(5-methyl-2-oxo-2,3-dihydro-1H-benzo[d]imidazol-1-yl)pyridinecarboxamide CNC(=O)C1=NC=C(C=C1)N1C(NC2=C1C=CC(=C2)C)=O